CC(C(=O)OC=C)=C ethenyl 2-methylprop-2-enoate